5-ethynyl-6-fluoro-4-(8-fluoro-4-(methyl(((R)-pyrrolidin-2-yl)methyl)amino)-2-(8-methyl-3,8-diazabicyclo[3.2.1]octan-3-yl)pyrido[4,3-d]pyrimidin-7-yl)quinolin-2(1H)-one C(#C)C1=C2C(=CC(NC2=CC=C1F)=O)C1=C(C=2N=C(N=C(C2C=N1)N(C[C@@H]1NCCC1)C)N1CC2CCC(C1)N2C)F